[Na+].C(CC)S(=O)(=S)[O-] thiopropanesulfonate sodium salt